2-dodecyloxirane C(CCCCCCCCCCC)C1OC1